CC1=NN(C(=C1C1=NC2=CC=CC=C2N=C1C(F)(F)F)C)CCCCCCNC(OC(C)(C)C)=O tert-butyl (6-(3,5-dimethyl-4-(3-(trifluoromethyl)quinoxalin-2-yl)-1H-pyrazol-1-yl)hexyl)carbamate